O[C@@H]1C[C@@H](CCCC1)NC1=NC(=NC=C1C#N)NC1CCC(CC1)O 4-((1r,3s)-3-hydroxycycloheptylamino)-2-((1r,4r)-4-hydroxycyclohexylamino)pyrimidine-5-carbonitrile